O.C(C)(=O)NCCS(=O)(=O)O.[Ca] calcium acetyltaurine monohydrate